C(=O)C=1C(=C(OCCCS(=O)(=O)[O-])C(=CC1I)I)I.[Na+] Sodium 3-(3-Formyl-2,4,6-Triiodophenoxy)Propane-1-sulfonate